C(C)N1C(=NC2=CC(=C(C=C2C1=O)F)F)C(CCC)N1CCN(CCC1)C 3-ethyl-6,7-difluoro-2-(1-(4-methyl-1,4-diazepan-1-yl)butyl)quinazolin-4(3H)-one